2-methyl-4'-(methylmercapto)-2-morpholinophenylpropiophenone CC1(C(C=CC=C1)C(C(=O)C1=CC=C(C=C1)SC)C)N1CCOCC1